NC1=CC=CC(=N1)S(=O)(=O)NC(=O)C=1C(=NC(=CC1)C1=NC(=CC=C1)OCC(C)(C)C)N1C(CC(C1)C)(C)C N-[(6-Amino-2-pyridyl)sulfonyl]-6-[6-(2,2-dimethylpropoxy)-2-pyridyl]-2-(2,2,4-trimethylpyrrolidin-1-yl)pyridin-3-carboxamid